CN1N=CC=2C1=NC(=NC2NC(=O)C=2SC(=CC2)[N+](=O)[O-])OC2=CC=C(C=C2)N2CCOCC2 N-(1-methyl-6-(4-morpholinophenoxy)-1H-pyrazolo[3,4-d]pyrimidin-4-yl)-5-nitrothiophene-2-carboxamide